O[C@]1(CN(CC1)C1=CC=C(C=N1)C1CN(C1)C(=O)N1C[C@H](CC1)C(=O)N)C(F)(F)F (3S)-1-[3-[6-[(3R)-3-Hydroxy-3-(trifluoromethyl)pyrrolidin-1-yl]-3-pyridyl]azetidine-1-carbonyl]pyrrolidine-3-carboxamide